C(C1=CC=CC=C1)OC(=O)N1CC(CCC1)N(S(N)(=O)=O)C=1C=NN(C1)C 3-[(1-methylpyrazol-4-yl)-sulfamoyl-amino]piperidine-1-carboxylic acid benzyl ester